FC1=C(C=CC(=C1)C)[C@H]1CC(=NN1C(CC)=O)C1=C(C2=C(NC1=O)SC=C2)C (R)-5-(5-(2-fluoro-4-methylphenyl)-1-propionyl-4,5-dihydro-1H-pyrazol-3-yl)-4-methylthieno[2,3-b]pyridin-6(7H)-one